C(#CCCCCC)O heptynyl alcohol